C(#N)C1=C(NC2=CC(=C(C=C2C1=O)NC(C)=O)O[C@H]1COCC1)CC (R)-N-(3-cyano-2-ethyl-4-oxo-7-((tetrahydrofuran-3-yl)oxy)-1,4-dihydroquinolin-6-yl)acetamide